N1=CC=C(C=C1)C1=CC=C2C(=N1)SC(=N2)NC2=NC=CC(=C2)N2CCN(CC2)CCC(F)(F)F 5-(pyridin-4-yl)-N-(4-(4-(3,3,3-trifluoropropyl)-piperazin-1-yl)pyridin-2-yl)thiazolo[5,4-b]-pyridin-2-amine